ClC1=CC(=C(COC=2C=C(C=CC2F)C2=CC(=C(C=3CCOC32)CC3=NC2=C(N3C[C@H]3OCC3)C=C(C=C2OC)C(=O)O)F)C=C1)F (S)-2-((7-(3-((4-chloro-2-fluorobenzyl)oxy)-4-fluorophenyl)-5-fluoro-2,3-dihydrobenzofuran-4-yl)methyl)-4-methoxy-1-(oxetan-2-ylmethyl)-1H-benzo[d]imidazole-6-carboxylic acid